cis-((S)-3-(3,5-difluorophenyl)isoxazolidin-2-yl)(3-(6-fluoro-1H-benzo[d]imidazol-1-yl)cyclobutyl)methanone FC=1C=C(C=C(C1)F)[C@H]1N(OCC1)C(=O)[C@@H]1C[C@@H](C1)N1C=NC2=C1C=C(C=C2)F